N-((2,6-diisopropylphenyl)carbamoyl)-4-((3aS,4R,6S)-3a,5,5-trimethylhexahydro-4,6-methanobenzo[d][1,3,2]dioxaborol-2-yl)benzenesulfonamide C(C)(C)C1=C(C(=CC=C1)C(C)C)NC(=O)NS(=O)(=O)C1=CC=C(C=C1)B1O[C@@]2(C(O1)C[C@H]1C([C@H]2C1)(C)C)C